2-[(3-methyl-1H-pyrazol-5-yl)oxy]-N-[[2-methyl-4-[1-tetrahydropyran-2-yl-3-(2-triisopropylsilylethynyl)indazol-5-yl]pyrazol-3-yl]methyl]ethanamine CC1=NNC(=C1)OCCNCC=1N(N=CC1C=1C=C2C(=NN(C2=CC1)C1OCCCC1)C#C[Si](C(C)C)(C(C)C)C(C)C)C